1-[7-(3-chloro-1-isopropyl-1H-indazol-5-yl-methoxy)-2H-chromen-3-ylmethyl]-azetidin ClC1=NN(C2=CC=C(C=C12)COC1=CC=C2C=C(COC2=C1)CN1CCC1)C(C)C